(2R,3S)-3-((2-(6-chloro-3-(difluoromethoxy)quinolin-8-yl)-5-fluorobenzo[d]thiazol-6-yl)oxy)butan-2-yl (2-methylpyrimidin-5-yl)carbamate CC1=NC=C(C=N1)NC(O[C@H](C)[C@H](C)OC1=CC2=C(N=C(S2)C=2C=C(C=C3C=C(C=NC23)OC(F)F)Cl)C=C1F)=O